tert-butyl 4-(((4-(tert-butoxycarbonyl)-2-chloro-5-fluorobenzyl) oxy) methyl)-4-fluoropiperidine-1-carboxylate C(C)(C)(C)OC(=O)C1=CC(=C(COCC2(CCN(CC2)C(=O)OC(C)(C)C)F)C=C1F)Cl